4-(isopropylsulfonyl)-2-methylthiazol-5-amine C(C)(C)S(=O)(=O)C=1N=C(SC1N)C